(Z)-11-octadecen-1-yl acetate C(C)(=O)OCCCCCCCCCC\C=C/CCCCCC